C(C)(C)(C)OC(=O)N(C(OC(C)(C)C)=O)C=1N=NC(=CC1N1C[C@H]2CC[C@@H](C1)N2C2=CC(=CC=C2)OC2CCNCC2)C2=C(C=CC=C2)OCOC tert-butyl N-tert-butoxycarbonyl-N-[6-[2-(methoxymethoxy)phenyl]-4-[(1R,5S)-8-[3-(4-piperidyloxy)phenyl]-3,8-diazabicyclo[3.2.1]octan-3-yl]pyridazin-3-yl]carbamate